ClC1=C2C(=C(N=N1)N[C@H]1CN(CCC1)C)N=CC=C2 (R)-5-chloro-N-(1-methylpiperidin-3-yl)pyrido[2,3-d]pyridazin-8-amine